(1aR,5aR)-2-o-Tolyl-1a,2,5,5a-tetrahydro-1H-2,3-diaza-cyclopropa[a]pentalene-4-carboxylic acid (2-hydroxy-1,1-dimethyl-ethyl)-amide OCC(C)(C)NC(=O)C=1C=2C[C@@H]3[C@H](C2N(N1)C1=C(C=CC=C1)C)C3